Cyclohexyl-aminoethanesulfonic Acid C1(CCCCC1)C(C)(S(=O)(=O)O)N